NC1=CC=C(C(=O)NCC=2OC(=CC2)C)C=C1 4-amino-N-((5-methylfuran-2-yl)methyl)benzamide